(S)-N-(benzo[d]thiazol-2-yl)-1-(3-cyano-6-methyl-4-(trifluoromethyl)pyridin-2-yl)pyrrolidine-2-carboxamide S1C(=NC2=C1C=CC=C2)NC(=O)[C@H]2N(CCC2)C2=NC(=CC(=C2C#N)C(F)(F)F)C